(10R,11S,13S,17S)-17-hydroxy-11,13-dimethyl-1,2,6,7,8,9,10,11,12,13,14,15,16,17-tetradecahydro-3H-cyclopenta[a]phenanthren-3-one-2,2,4,6,6,7,7-d7 O[C@H]1CCC2C3C(C(C4=C(C(C(C[C@@H]4C3[C@H](C[C@]12C)C)([2H])[2H])=O)[2H])([2H])[2H])([2H])[2H]